methyl-3,4,8,9-tetrahydro-1H-pyrido[4',3':3,4]pyrazolo[1,5-a]azepine CC1NCCC2=NN3C(C=CCCC3)=C21